N-((2S,3S)-2-((2,3'-difluorobiphenyl-3-yl)methyl)-1-(2,2-dimethylpropanoyl)pyrrolidin-3-yl)methanesulfonamide FC1=C(C=CC=C1C[C@@H]1N(CC[C@@H]1NS(=O)(=O)C)C(C(C)(C)C)=O)C1=CC(=CC=C1)F